(2R,3R,4S,5R)-2-{6-amino-2-{2-[(E)-4-chloro-3-(trifluoromethyl)benzylidene]hydrazino}-9H-purin-9-yl}-5-(hydroxymethyl)tetrahydrofuran-3,4-diol NC1=C2N=CN(C2=NC(=N1)N/N=C/C1=CC(=C(C=C1)Cl)C(F)(F)F)[C@@H]1O[C@@H]([C@H]([C@H]1O)O)CO